OC[C@H]1O[C@@H]([C@@H]([C@H]([C@H]1O)N1N=NC(=C1)C1=C(C(=C(C=C1)F)F)F)OC)CC=1N=NN(C1)C1CCC12CCC2 (2R,3R,4S,5R,6R)-2-(hydroxymethyl)-5-methoxy-6-((1-(spiro[3.3]hept-1-yl)-1H-1,2,3-triazol-4-yl)methyl)-4-(4-(2,3,4-trifluorophenyl)-1H-1,2,3-triazol-1-yl)tetrahydro-2H-pyran-3-ol